1-(4-(4-((1-(3-((4-((5-chloropyrimidin-2-yl)amino)piperidin-1-yl)sulfonyl)phenyl)-piperidin-4-yl)methyl)piperazin-1-yl)phenyl)dihydropyrimidine-2,4(1H,3H)-dione ClC=1C=NC(=NC1)NC1CCN(CC1)S(=O)(=O)C=1C=C(C=CC1)N1CCC(CC1)CN1CCN(CC1)C1=CC=C(C=C1)N1C(NC(CC1)=O)=O